C(CC=C)NC1=NC(=NC=C1C(=O)N)NC1=CC2=C(OC[C@H](CN2)O)C=C1 4-(but-3-enylamino)-2-(((S)-2,3,4,5-tetrahydro-3-hydroxybenzo[b][1,4]oxazepin-7-yl)amino)pyrimidine-5-carboxamide